C(CC)C1=CC=C(N)C=C1 4-propyl-aniline